FC1=CC=C(C=C1)C1CN=C(O1)C1=CC=CC=C1 5-(4-fluorophenyl)-2-phenyl-4,5-dihydrooxazole